ClC=1C=C2CCC(C2=CC1)N1N=CC(=C1)N 1-(5-chloro-2,3-dihydro-1H-inden-1-yl)-1H-pyrazol-4-amine